C[Si](CCOCN1N=CC2=C(C=CC=C12)C=1C=C(C(=O)O)C=CC1)(C)C 3-(1-((2-(trimethylsilyl)ethoxy)methyl)-1H-indazol-4-yl)benzoic acid